indium iron oxide [O-2].[Fe+2].[In+3]